1,4-Divinylbenzol C(=C)C1=CC=C(C=C1)C=C